CSC=1N=C(C=2N=CN([C@H]3[C@H](O)[C@H](O)[C@@H](CO)O3)C2N1)NC(CC(=C)C)O 2-methylthio-N6-(hydroxy-isopentenyl)adenosine